(E)-3-(phenylsulfonyl)-1-(m-tolyl)prop-2-en-1-one C1(=CC=CC=C1)S(=O)(=O)/C=C/C(=O)C=1C=C(C=CC1)C